C(CCCCCCCCCC=CCCCCCCCC)(=O)OCCCCCCCCCCCCCCCCCCC(C)C 19-methylarachidyl eicos-11-enoate